CC1=CC(=NN1C1CC2(CN(C2)C(=O)OC(C)(C)C)C1)N1C2(CCC2)CC(CC1)=O Tert-butyl 6-(5-methyl-3-(8-oxo-5-azaspiro[3.5]nonan-5-yl)-1H-pyrazol-1-yl)-2-azaspiro[3.3]heptane-2-carboxylate